2-(4-Fluorophenyl)-3-(2-methoxyphenyl)thiazolidin-4-one FC1=CC=C(C=C1)C1SCC(N1C1=C(C=CC=C1)OC)=O